[13CH](C)=O acetaldehyde-1-13C